4-[5-(1-methyl-1H-indazol-5-yl)-2-{octahydro-1H-pyrrolo[3,4-c]pyridin-5-yl}-1,3-thiazol-4-yl]benzonitrile CN1N=CC2=CC(=CC=C12)C1=C(N=C(S1)N1CC2C(CC1)CNC2)C2=CC=C(C#N)C=C2